N-(chroman-4-ylmethyl)-1-(2-methoxyphenyl)methanamin O1CCC(C2=CC=CC=C12)CNCC1=C(C=CC=C1)OC